CN(C)C1=CC=C(C=C1)N=NC2=CC=C(C=C2)S(=O)(=O)Cl 4-(dimethylamino)azobenzene-4'-sulfonyl chloride